BrCCCOC1=C(C=C(C(=C1)C)Cl)Cl 1-(3-Bromopropoxy)-2,4-dichloro-5-methylbenzene